2-({3-chloro-2-[(4-chloro-2,6-difluorophenyl)methoxy]-5,6,7,8-tetrahydro-1,7-naphthyridin-7-yl}methyl)-1-{1-[(2S)-oxetan-2-yl]methyl}-1H-1,3-benzodiazole-6-carboxylic acid ClC=1C(=NC=2CN(CCC2C1)CC1=NC2=C(N1C[C@H]1OCC1)C=C(C=C2)C(=O)O)OCC2=C(C=C(C=C2F)Cl)F